[Cl-].[Cl-].C(C)(C)[Hf+2](C1=CC=CC=2C3=CC=CC=C3CC12)C1C=CC=C1 isopropyl-(cyclopentadienyl)(fluorenyl)hafnium dichloride